N-[(4-chlorophenyl)methyl]{[4-(4-pyridylmethyl)phenyl]amino}carboxamide ClC1=CC=C(C=C1)CNC(=O)NC1=CC=C(C=C1)CC1=CC=NC=C1